NC=1C=C(C=C(C1)C(F)(F)F)[C@@H](C)NC=1C2=C(N=C(N1)C)N(C(C(=C2)N2C[C@H](CC2)NC(C)=O)=O)C N-((S)-1-(4-(((R)-1-(3-amino-5-(trifluoromethyl)phenyl)ethyl)amino)-2,8-dimethyl-7-oxo-7,8-dihydropyrido[2,3-d]pyrimidin-6-yl)pyrrolidin-3-yl)acetamide